OC1=CC=C(C=C1)C=1C=2C(=C(SC2N2C(=NN=C2[C@@H](N1)CC(=O)O)C)C)C 2-[(9S)-7-(4-hydroxyphenyl)-4,5,13-trimethyl-3-thia-1,8,11,12-tetrazatricyclo[8.3.0.02,6]trideca-2(6),4,7,10,12-pentaen-9-yl]acetic acid